N=CCCCCCCCCCC azadodecene